C(C1=CC=CC=C1)OC1=C(C(=C(C=C1F)C(/C=C/C1=CC=C(C#N)C=C1)=O)O)[N+](=O)[O-] (E)-4-(3-(4-(benzyloxy)-5-fluoro-2-hydroxy-3-nitrophenyl)-3-oxoprop-1-en-1-yl)benzonitrile